BrC1=C(C(=NN1C1=C(C=CC=C1)C(F)(F)F)C1=CC=CC=C1)C=O 5-BROMO-3-PHENYL-1-[2-(TRIFLUOROMETHYL)PHENYL]-1H-PYRAZOLE-4-CARBOXALDEHYDE